NC1=C(C=C(C=C1C(=O)NC1=CC(=CC=C1)OC)C1=CC=C(C=C1)Cl)C1=CC=C(C=C1)S(N)(=O)=O 4'-amino-4-chloro-N-(3-methoxyphenyl)-4''-sulfamoyl-[1,1':3',1''-terphenyl]-5'-carboxamide